(±)-4-bromo-N-(7-(6-fluoroquinolin-4-yl)spiro[3.5]nonan-2-yl)benzamide BrC1=CC=C(C(=O)NC2CC3(C2)CCC(CC3)C3=CC=NC2=CC=C(C=C32)F)C=C1